(hydroxymethyl)-5-methylpyrrolidine-1-carboxylate OCOC(=O)N1CCCC1C